4-(Methyl-hydroxyphosphoryl)-2-carbonyl-butyric acid CP(=O)(O)CCC(C(=O)O)=C=O